2,2'-[cyclohexylidenebis(thio-2,1-ethanediylthio)]bis[ethanethiol] C1(CCCCC1)(SCCSCCS)SCCSCCS